C(C)(C)(C)C1=NN=C(O1)C(=O)N[C@H]1CCCCC2=C1C=CC(=C2)C2=C1C(=NC=C2)NC(=N1)C=1C(=NN(C1C)C(C)C)C 5-tert-butyl-N-[(5S)-2-{2-[3,5-dimethyl-1-(propan-2-yl)-1H-pyrazol-4-yl]-3H-imidazo[4,5-b]pyridin-7-yl}-6,7,8,9-tetrahydro-5H-benzo[7]annulen-5-yl]-1,3,4-oxadiazole-2-carboxamide